2-oxo-N-(4-phenyl-6-(phenylamino)-1,3,5-triazin-2-yl)propanamide O=C(C(=O)NC1=NC(=NC(=N1)C1=CC=CC=C1)NC1=CC=CC=C1)C